BrCC1=CC=C(C=C1)NC(OC(C)(C)C)=O t-butyl (4-(bromomethyl)phenyl)carbamate